1-propenyl-3-propionylimidazole bromine salt [Br].C(=CC)N1CN(C=C1)C(CC)=O